6-(2,3-Difluorophenyl)pyrazolo[4,3-b]pyridin FC1=C(C=CC=C1F)C=1C=C2C(=NC1)C=NN2